2-[2-[[6-fluoro-5-[4-(6-methoxyimidazo[1,2-a]pyridin-2-yl)phenyl]pyridin-2-yl]-[(2-methyl propan-2-yl)oxycarbonyl]amino]ethoxy]ethyl 4-methylbenzenesulfonate CC1=CC=C(C=C1)S(=O)(=O)OCCOCCN(C(=O)OC(C)(C)C)C1=NC(=C(C=C1)C1=CC=C(C=C1)C=1N=C2N(C=C(C=C2)OC)C1)F